tert-butyl ((3S,6S)-6-((S)-1-(4-fluorophenyl)-1,2,3,4-tetrahydroisoquinoline-2-carbonyl)tetrahydro-2H-pyran-3-yl)(2-methoxyethyl)carbamate FC1=CC=C(C=C1)[C@@H]1N(CCC2=CC=CC=C12)C(=O)[C@@H]1CC[C@@H](CO1)N(C(OC(C)(C)C)=O)CCOC